(13R)-4,13-dimethyl-8,11,14-trioxa-4,19,20,23-tetraazatetracyclo[13.5.2.12,5.018,21]tricosa-1(20),2,5(23),15(22),16,18(21)-hexaene CN1C=C2C3=NNC=4C=CC(O[C@@H](COCCOCCC1=N2)C)=CC34